6-Chloro-3-[(1R)-1-[2-[2-[(1-hydroxycyclopropyl)methyl]indazol-5-yl]-3,6-dimethyl-4-oxo-chromen-8-yl]ethoxy]pyridine-2-carboxamide ClC1=CC=C(C(=N1)C(=O)N)O[C@H](C)C=1C=C(C=C2C(C(=C(OC12)C1=CC2=CN(N=C2C=C1)CC1(CC1)O)C)=O)C